BrC1=CC=C(CNC(C2=CC=C(C=C2)C(C)(C)C)=O)C=C1 N-(4-bromobenzyl)-4-tert-butylbenzamide